FC1([C@H](COC1)NC(N(C)[C@H](C)C1=C(C=NC=C1C)C)=O)F 3-[(3S)-4,4-difluorotetrahydrofuran-3-yl]-1-[(1R)-1-(3,5-dimethyl-4-pyridyl)ethyl]-1-methyl-urea